Dimethyl 4-iodomethylpyridine-2,6-dicarboxylate ICC1=CC(=NC(=C1)C(=O)OC)C(=O)OC